Cl.NC1=CC(=C(C(=C1)C)O)C 4-amino-2,6-dimethylphenol hydrochloride